6-Methoxy-4-p-tolyl-[2,2']bipyridinyl-5-carbonitrile COC1=C(C(=CC(=N1)C1=NC=CC=C1)C1=CC=C(C=C1)C)C#N